BrC1=CC=C(C=C1)C1=NN2C(SC1)=NN=C2CCC=2C=NC=CC2 (4-Bromophenyl)-3-(2-(pyridine-3-yl)ethyl)-7H-[1,2,4]triazolo[3,4-b][1,3,4]thiadiazine